NC1=CC=CC(=N1)S(=O)(=O)NC(=O)C=1C(=NC(=CC1)C1=CC(=CC(=C1)OCC(C)C)F)N1CC(CCCC1)(C)C N-[(6-Amino-2-pyridyl)sulfonyl]-2-(3,3-dimethylazepan-1-yl)-6-(3-fluoro-5-isobutoxyphenyl)pyridin-3-carboxamid